2-((1-oxo-4-(o-tolyl)-1,2-dihydroisoquinolin-7-yl)oxy)acetonitrile O=C1NC=C(C2=CC=C(C=C12)OCC#N)C1=C(C=CC=C1)C